2,4,6-triaminomethyl-phenol NCC1=C(C(=CC(=C1)CN)CN)O